N-(methyl(oxo)(4-(5-(trifluoromethyl)-1,2,4-oxadiazol-3-yl)phenyl)-λ6-sulfaneylidene)pyrimidine-2-carboxamide CS(=NC(=O)C1=NC=CC=N1)(C1=CC=C(C=C1)C1=NOC(=N1)C(F)(F)F)=O